FC1=C(C=C(C=C1)F)C1=CC=C(N=N1)NC1[C@H]2CN(C[C@@H]12)CC1CCOCC1 (1S,5R)-N-[6-(2,5-difluorophenyl)pyridazin-3-yl]-3-(tetrahydropyran-4-ylmethyl)-3-azabicyclo[3.1.0]hexan-6-amine